isobutylglutaric acid monoamide C(C(C)C)C(C(=O)N)CCC(=O)O